1,2-ethanedisulfonic anhydride C1CS(=O)(=O)OS1(=O)=O